FC1=C(OC=2N=CC(=NC2)NC([C@H](C)N2CC(N(CC2)C(=O)C2CC=3N(CC2)N=CN3)(C)C)=O)C=CC(=C1)F (2S)-N-(5-(2,4-difluorophenoxy)pyrazin-2-yl)-2-(3,3-dimethyl-4-(5,6,7,8-tetrahydro-[1,2,4]triazolo[1,5-a]pyridine-7-carbonyl)piperazin-1-yl)propanamide